3-AMINOMETHYL-FURAN-2-CARBOXYLIC ACID NCC1=C(OC=C1)C(=O)O